C1=CC=CC2=NC3=CC=CC=C3C(=C12)NCCCCCCNC(C1=CC=CC=C1)=O N-[6-(9-acridinylamino)hexyl]benzamide